7-fluoro-1-(triisopropylsilyl)-1H-indole FC=1C=CC=C2C=CN(C12)[Si](C(C)C)(C(C)C)C(C)C